C1(=CC=CC=C1)N1NC(C=C1C1=CC=C(C=C1)OC)C1=CC=CC=C1 1,3-diphenyl-5-(4-methoxy-phenyl)-dihydropyrazole